N-(2-bromo-6-(cyclopropylamino)phenyl)-3,3,3-trifluoropropionamide BrC1=C(C(=CC=C1)NC1CC1)NC(CC(F)(F)F)=O